C(C)(C)(C)OC(=O)N1CCN(CC1)C=1C=NN2C1C=CC(=C2)C2=CC=C(C=C2)OC 4-(6-(4-Methoxyphenyl)pyrazolo[1,5-a]pyridin-3-yl)piperazine-1-carboxylic acid tert-butyl ester